di(2-hydroxypropionic acid) diammonium hydroxide [OH-].[NH4+].[NH4+].OC(C(=O)O)C.OC(C(=O)O)C.[OH-]